trans-4-ethyl-4'-methyl-stilbene C(C)C1=CC=C(C=C1)\C=C\C1=CC=C(C=C1)C